1-(6-(4-(1,6-dimethyl-1H-indazol-7-yl)-3-methyl-7-(3-methyl-3-oxetanyl)-5,6,7,8-tetrahydro-1,7-naphthyridin-2-yl)-2,6-diazaspiro[3.4]octan-2-yl)-2-propen-1-one CN1N=CC2=CC=C(C(=C12)C1=C(C(=NC=2CN(CCC12)C1(COC1)C)N1CC2(CN(C2)C(C=C)=O)CC1)C)C